N-methyl-N-[2-(trifluoromethyl)phenyl]imidazo[1,2-a]pyrazine-6-carboxamide CN(C(=O)C=1N=CC=2N(C1)C=CN2)C2=C(C=CC=C2)C(F)(F)F